C(C)OC(C(C)(C)OC1=C(C=C(C=C1C)CN1C=NN(C1=O)C1=CC=C(C=C1)CC)C)=O 2-(4-((1-(4-ethylphenyl)-5-oxo-1,5-dihydro-4H-1,2,4-triazol-4-yl)methyl)-2,6-dimethylphenoxy)-2-methylpropanoic acid ethyl ester